C1(=CC=CC=C1)C1=NC=NC=C1 4-phenylpyrimidin